2-(4-(6-Amino-5-methylpyridin-2-yl)piperazin-1-yl)ethan-1-ol NC1=C(C=CC(=N1)N1CCN(CC1)CCO)C